2-Neopentyl-isoindol-1-one C(C(C)(C)C)N1C(C2=CC=CC=C2C1)=O